diisononyl 1,4-cyclohexanedicarboxylate C1(CCC(CC1)C(=O)OCCCCCCC(C)C)C(=O)OCCCCCCC(C)C